CC(C)(C)[S@@](=O)N (R)-2-methylpropan-2-sulfinylAmine